N1CC(C1)CN1C2=C(OCC1=O)C(=CC(=C2)C(=O)N[C@H](C)C=2C=NC(=NC2)C(F)(F)F)C=2SC(=CN2)C (R)-4-(azetidin-3-ylmethyl)-8-(5-methylthiazol-2-yl)-3-oxo-N-(1-(2-(Trifluoromethyl)pyrimidin-5-yl)ethyl)-3,4-dihydro-2H-benzo[b][1,4]oxazine-6-carboxamide